tert-butyl 4-(6-fluoro-1-(1-(4-methoxybenzyl)-2,6-dioxopiperidin-3-yl)-3-methyl-1H-indazol-5-yl)-3,6-dihydropyridine-1(2H)-carboxylate FC1=C(C=C2C(=NN(C2=C1)C1C(N(C(CC1)=O)CC1=CC=C(C=C1)OC)=O)C)C=1CCN(CC1)C(=O)OC(C)(C)C